C(#N)[NH2+]C#N.C(CCC)N1CN(C=C1)C 1-butyl-3-methylimidazole dicyano-ammonium salt